N[C@H]([C@@H](CN(S(=O)(=O)C1=CC=C(C=C1)[N+](=O)[O-])C1CC1)O)CC1=CC=CC=C1 N-((2R,3S)-3-amino-2-hydroxy-4-phenylbutyl)-N-cyclopropyl-4-nitrobenzenesulphonamide